7-bromo-8-fluoro-6-chloro-2,4-quinazolinedione BrC1=C(C=C2C(NC(NC2=C1F)=O)=O)Cl